(S)-2-amino-3-(4-(4-(2-ethoxyethyl)-2-oxopiperazin-1-yl)phenyl)propanoic acid tert-butyl ester C(C)(C)(C)OC([C@H](CC1=CC=C(C=C1)N1C(CN(CC1)CCOCC)=O)N)=O